(S)-3-(5-(((S)-1-((2-Morpholinoquinolin-6-yl)methyl)pyrrolidin-3-yl)oxy)-1-oxo-isoindolin-2-yl)piperidine-2,6-dione O1CCN(CC1)C1=NC2=CC=C(C=C2C=C1)CN1C[C@H](CC1)OC=1C=C2CN(C(C2=CC1)=O)[C@@H]1C(NC(CC1)=O)=O